N1=C(C=CC=C1)C1=C(C(=C(C=C1)C1=CC=CC=C1)C1=C(C=CC=2C3=CC=CC=C3C3=CC=CC=C3C12)C1=CC=CC=C1)C1=NC=CC=C1 di(pyridinyl)(phenyltriphenyleneyl)biphenyl